6-(trifluoromethyl)-2-(phenyl)pyridine FC(C1=CC=CC(=N1)C1=CC=CC=C1)(F)F